(3-nitrophenyl)(pyridin-4-yl)methanol [N+](=O)([O-])C=1C=C(C=CC1)C(O)C1=CC=NC=C1